Lauroyl-Alanine C(CCCCCCCCCCC)(=O)N[C@@H](C)C(=O)O